ClC=1C=CC(=C(CN(C(C2=C(C=CC=C2)Cl)=O)CC=2OC=CC2)C1)NC N-(5-chloro-2-(methylamino)benzyl)-2-chloro-N-(furan-2-ylmethyl)benzamide